3,3'-diazidodiphenylsulfone C1=CC(=CC(=C1)S(=O)(=O)C2=CC=CC(=C2)N=[N+]=[N-])N=[N+]=[N-]